C(C)N(C(=O)N[C@H](CCOCCO)CCC(F)(F)F)[C@H](C)C1=NC=C(C(=C1)C1=CC=2N(C(=N1)S(=O)C)N=CC2)OC 1-ethyl-1-((1R)-1-(5-methoxy-4-(7-(methylsulfinyl)pyrazolo[1,5-c]pyrimidin-5-yl)pyridin-2-yl)ethyl)-3-((S)-6,6,6-trifluoro-1-(2-hydroxyethoxy)hexan-3-yl)urea